[N+](=O)([O-])[O-].C[N+](C)(NCCO)CCCCCCCCCCCCCCCCCC N,N-dimethylhydroxyethyl-octadecyl-aminoammonium nitrate